C[Si](CCOCN1C=CC2=C1N=CN=C2C=2C(=NNC2)N2C(CCC2=O)=O)(C)C [4-(7-{[2-(trimethylsilyl)ethoxy]methyl}-7H-pyrrolo[2,3-d]pyrimidin-4-yl)-1H-pyrazol-3-yl]pyrrolidine-2,5-dione